ClC1=NC(=NC=C1C)NC1=CC=NN1C 4-Chloro-5-methyl-N-(1-methyl-1H-pyrazol-5-yl)pyrimidin-2-amine